4,7-DIMETHYL-2-(3-METHYLPHENYL)-1H-INDOLE-3-CARBOXALDEHYDE CC1=C2C(=C(NC2=C(C=C1)C)C1=CC(=CC=C1)C)C=O